6'-(((1S,3S)-3-((5-(methylthio)pyrimidin-2-yl)amino)cyclopentyl)oxy)-2H-[1,3'-bipyridin]-2-one CSC=1C=NC(=NC1)N[C@@H]1C[C@H](CC1)OC1=CC=C(C=N1)N1C(C=CC=C1)=O